Monomethoxydimethylchlorosilane CO[Si](Cl)(C)C